BrC=1C=C(C=C2C(C=C(OC12)SCC)=O)C(=O)OC methyl 8-bromo-2-(ethylsulfanyl)-4-oxo-4H-chromene-6-carboxylate